10-fluoro-14,17-dioxa-3,4,20,30-tetraazahexacyclo[18.5.3.25,8.19,13.02,6.023,27]hentriaconta-1(25),2,5(31),6,8(30),9(29),10,12,23,26-decaene FC=1C=2C=3C=C4C(NN=C4C4=CC=C5CCN(CCOCCOC(=CC1)C2)CC5=C4)=CN3